FC(C1=NN=C(O1)C1=CN=C(S1)CN(S(=O)(=O)C(F)F)C=1C=NN(C1)CCC)F N-({5-[5-(difluoromethyl)-1,3,4-oxadiazol-2-yl]-1,3-thiazol-2-yl}methyl)-1,1-difluoro-N-(1-propyl-1H-pyrazol-4-yl)methanesulfonamide